BrC=1C2=C(N=CN1)N(C=C2)C2CCN(CC2)C(=O)OC(C)(C)C tert-butyl 4-(4-bromo-7H-pyrrolo[2,3-d]pyrimidin-7-yl)piperidine-1-carboxylate